5-methyl-5,6-dihydrobenzo[4,5]imidazo[2,1-a]isoquinoline-8,11-dione CC1CN2C(C=3C=CC=CC13)=NC1=C2C(C=CC1=O)=O